3-hydroxy-D-phenylalanine methyl ester COC([C@H](N)CC1=CC(=CC=C1)O)=O